N-(2-((4-(2-(((1-Ethyl-1H-indazol-5-yl)methyl)(pyridin-3-ylmethyl)amino)ethyl)phenyl)carbamoyl)-4,5-dimethoxyphenyl)-4-oxo-4H-chromene-2-carboxamide C(C)N1N=CC2=CC(=CC=C12)CN(CCC1=CC=C(C=C1)NC(=O)C1=C(C=C(C(=C1)OC)OC)NC(=O)C=1OC2=CC=CC=C2C(C1)=O)CC=1C=NC=CC1